2-(4-(tert-butyl)cyclohex-1-en-1-yl)-4-chloroquinoline C(C)(C)(C)C1CC=C(CC1)C1=NC2=CC=CC=C2C(=C1)Cl